C1(CC1)C1=NC(=CC=C1O[C@@H]1C[C@H](CCC1)C(=O)OC)C=1N=NN(C1CNC(=O)O[C@H](C)C1=CC=CC=C1)C methyl (1S,3S)-3-((2-cyclopropyl-6-(1-methyl-5-(((((R)-1-phenylethoxy)carbonyl)amino)methyl)-1H-1,2,3-triazol-4-yl)pyridin-3-yl)oxy)cyclohexane-1-carboxylate